5-bromo-7-(2-hydroxy-2-methylpropyloxy)imidazo[1,2-a]pyridine-3-carbonitrile BrC1=CC(=CC=2N1C(=CN2)C#N)OCC(C)(C)O